ClC1=C(C=CC(=C1)Cl)[C@@H](C)NC1=NC(=NC=C1OC)N1C[C@@H]([C@H](CC1)NC(=O)[C@@H]1N(CCC1)C(=O)OC(C)(C)C)O tert-butyl (2R)-2-[[(3S,4S)-1-[4-[[(1R)-1-(2,4-dichlorophenyl)ethyl]amino]-5-methoxy-pyrimidin-2-yl]-3-hydroxy-4-piperidyl]carbamoyl]pyrrolidine-1-carboxylate